(-)-N-(1-(1H-imidazol-4-yl)ethyl)-2-(pyridin-3-yl)aniline N1C=NC(=C1)C(C)NC1=C(C=CC=C1)C=1C=NC=CC1